COC=1C=CC2=C(C=C(S2)C(=C)C2=C(C=NC=C2)C(=O)OC)C1 methyl 4-[1-(5-methoxybenzothiophen-2-yl)vinyl]pyridine-3-carboxylate